2-methyl-4,5,6,7-tetrahydro-8H-thieno[2,3-c]azepin-8-one CC1=CC2=C(C(NCCC2)=O)S1